3'-(6-(4-chlorophenyl)-2-phenylpyrimidine-4-yl)-[1,1'-biphenyl]-4-carbonitrile ClC1=CC=C(C=C1)C1=CC(=NC(=N1)C1=CC=CC=C1)C=1C=C(C=CC1)C1=CC=C(C=C1)C#N